N-(2-hydroxyethyl)-1-((3-hydroxyoxetan-3-yl)methyl)-2-((6-(tri-fluoromethoxy)benzo-[d]oxazol-2-yl)amino)-1H-benzo[d]imidazole-5-carboxamide OCCNC(=O)C1=CC2=C(N(C(=N2)NC=2OC3=C(N2)C=CC(=C3)OC(F)(F)F)CC3(COC3)O)C=C1